(2R,3R,11bR)-3-(2,2-dimethylpropyl)-10-methoxy-9-[(2-methylprop-2-en-1-yl)oxy]-1H,2H,3H,4H,6H,7H,11bH-pyrido[2,1-a]isoquinolin-2-ol CC(C[C@H]1[C@@H](C[C@H]2N(CCC3=CC(=C(C=C23)OC)OCC(=C)C)C1)O)(C)C